O([C@H]1[C@H](O)[C@@H](O)[C@@H](O)CO1)[C@H]1[C@H](O)[C@H](O)[C@@H](O)[C@@H](O1)C O-alpha-L-rhamnopyranosyl-(1→2) alpha-L-arabinopyranoside